N1-benzyl-N1,N12,N12-trimethyldodecane-1,12-diamine, hydrochloride salt Cl.C(C1=CC=CC=C1)N(CCCCCCCCCCCCN(C)C)C